N-(5-amino-2-chloro-phenyl)-N-tert-butoxycarbonyl-carbamic acid tert-butyl ester C(C)(C)(C)OC(N(C(=O)OC(C)(C)C)C1=C(C=CC(=C1)N)Cl)=O